2-Chloro-4-({1-[5-(4-cyanophenyl)-1,3,4-oxadiazol-2-yl]-2-hydroxypropyl}amino)-3-methylbenzonitrile ClC1=C(C#N)C=CC(=C1C)NC(C(C)O)C=1OC(=NN1)C1=CC=C(C=C1)C#N